ClC=1C=C(C=CC1)C[C@H](C)NC[C@H](COC1=CC=C(C=C1)N(S(=O)(=O)C)C)O |o1:8| N-(4-((R)-3-(((S) or (R)-1-(3-chlorophenyl)propan-2-yl)amino)-2-hydroxypropoxy)phenyl)-N-methylmethanesulfonamide